ClC1=C(C=CC(=C1)Cl)C[C@@H](C[C@@H]([C@@H](C(C)(C)C)O)N1N=CNC1=S)C 2-[(2S,4S,5R)-1-(2,4-Dichlorophenyl)-5-hydroxy-2,6,6-trimethylheptan-4-yl]-2,4-dihydro-3H-1,2,4-triazole-3-thione